CC1=CC2=C(SC(=C2)C(=O)OCC2=CC=CC=C2)C=C1 Benzyl 5-methylbenzo[b]thiophene-2-carboxylate